O1C(CCCC1)N1C=2C=CC=3OCCOCCOCCC4=CN=CC(C(=N1)C2C3)=C4 20-(oxan-2-yl)-9,12,15-trioxa-4,20,21-triazatetracyclo[14.5.2.12,6.019,22]tetracosa-1(21),2(24),3,5,16(23),17,19(22)-heptaene